diethyl phthalate (diethyl phthalate) C(C)C=1C(=C(C(C(=O)O)=CC1)C(=O)O)CC.C(C=1C(C(=O)OCC)=CC=CC1)(=O)OCC